(1S,3'R,4'S,5'S,6'R)-6'-Methyl-6-(4-methoxy-benzyl)-3',4',5',6'-tetrahydro-3H-spiro-[isobenzofuran-1,2'-pyran]-3',4',5'-triol C[C@@H]1[C@H]([C@@H]([C@H]([C@]2(O1)OCC1=CC=C(C=C12)CC1=CC=C(C=C1)OC)O)O)O